N[C@H]1CS(C2=C(N(C1=O)CC1=CC=C(C=C1)Cl)C=C(C(=C2)F)C=2N=NC=C(N2)N2CCC(CC2)(F)F)(=O)=O (3R)-3-amino-5-[(4-chlorophenyl)methyl]-7-[5-(4,4-difluoro-1-piperidyl)-1,2,4-triazin-3-yl]-8-fluoro-1,1-dioxo-2,3-dihydro-1λ6,5-benzothiazepin-4-one